C(#N)N=C(NC1=CC(=C(C=C1)Cl)Cl)N1[C@@H]2CC[C@H]1CC=1C(=NC=CC12)F (5R,8S)-N'-cyano-N-(3,4-dichlorophenyl)-1-fluoro-6,7,8,9-tetrahydro-5H-5,8-epiminocyclohepta[c]pyridine-10-carboximidamide